C(C)(C)(C)OC(C(C(=O)OC(C)(C)C)CNC(=O)OC(C)(C)C)=O Di-tert-butyl-{[(tert-butoxycarbonyl)amino]methyl}malonate